Cl\C=C\Cl 1,2-trans-dichloroethylene